hydromethanesulfonate S(C)(=O)(=O)O